[IH2+].COCC(C)O 1-methoxy-2-propanol, Iodonium salt